ClC=1C=C2C(=C(NC2=CC1)C(=O)OCC)C=1N=NN(C1)CC1CCN(CC1)CCNS(=O)(=O)C1=CC=C(C=C1)Cl Ethyl 5-chloro-3-(1-((1-(2-((4-chlorophenyl)sulfonamido)ethyl)piperidin-4-yl)methyl)-1H-1,2,3-triazol-4-yl)-1H-indol-2-carboxylat